N1(C=NC=C1)C=1C=C2C(=C(N1)C(=O)NC1CCC(CC1)(NCC(F)(F)F)C)NN=C2 5-(1H-imidazol-1-yl)-N-((1r,4r)-4-methyl-4-((2,2,2-trifluoroethyl)amino)cyclohexyl)-1H-pyrazolo[3,4-c]pyridine-7-carboxamide